FC=1C=C(OCCN(CC[C@@H](C(=O)O)NC2=C3C(=NC=N2)N(N=C3)C)CCCCC3=NC=2NCCCC2C=C3)C=C(C1)F (S)-4-((2-(3,5-difluorophenoxy)ethyl)(4-(5,6,7,8-tetrahydro-1,8-naphthyridin-2-yl)butyl)amino)-2-((1-methyl-1H-pyrazolo[3,4-d]pyrimidin-4-yl)amino)butanoic acid